COC(=O)C=1C=CC2=C(N(C(=N2)CCl)C[C@H]2OCC2)C1.CC1=CN=C(S1)NC(CC1=CC=C(C=C1)NC(=O)C1=NC=CC=C1)=O N-(4-(2-((5-methylthiazol-2-yl)amino)-2-oxoethyl)phenyl)pyridineamide (S)-methyl-2-(chloromethyl)-1-(oxetan-2-ylmethyl)-1H-benzo[d]imidazole-6-carboxylate